CN1N=CC(=C1)NC1=NC=C(C(=N1)NC=1C=C(C=CC1)NC(OC(C)(C)C)=O)CNC1=CC=CC=C1 tert-butyl (3-((2-((1-methyl-1H-pyrazol-4-yl)amino)-5-((phenylamino)methyl)pyrimidin-4-yl)amino)phenyl)carbamate